(6R)-6-((6-cyano-5-(trifluoromethyl)pyridin-3-yl)amino)-5-hydroxy-5-methyl-6-oxohexanoic acid tert-butyl ester C(C)(C)(C)OC(CCCC(C(=O)NC=1C=NC(=C(C1)C(F)(F)F)C#N)(C)O)=O